3-(3-((2-((2-cyclopropyl-4-(4-methylpiperazin-1-yl)phenyl)amino)-5-(trifluoromethyl)pyrimidin-4-yl)amino)propyl)-1,3-oxazinan-2-one C1(CC1)C1=C(C=CC(=C1)N1CCN(CC1)C)NC1=NC=C(C(=N1)NCCCN1C(OCCC1)=O)C(F)(F)F